FC=1C=NN(C1)[C@H]1C[C@@H](N(CC1)CC1=C2C=CN(C2=C(C=C1OC)C)C(=O)OC(C)(C)C)C1=CC=C(C=C1)C(=O)OC |r| tert-butyl (+-)-trans-4-((4-(4-fluoro-1H-pyrazol-1-yl)-2-(4-(methoxycarbonyl) phenyl) piperidin-1-yl) methyl)-5-methoxy-7-methyl-1H-indole-1-carboxylate